CC=1C=C(C=C(C1)C)NC(=O)NC1CN(C1)C1=CC(=C(C(=C1)F)C1C(NC(CC1)=O)=O)F 1-(3,5-dimethylphenyl)-3-(1-(4-(2,6-dioxopiperidin-3-yl)-3,5-difluorophenyl)azetidin-3-yl)urea